FC(C1=CC=C(C=C1)C=1C=NC=CC1C(=O)O)(F)F 3-[4-(trifluoromethyl)phenyl]pyridine-4-carboxylic acid